8-(4-(4-(3-(2,4-dioxotetrahydropyrimidin-1(2H)-yl)benzyl)piperazin-1-yl)piperidin-1-yl)-9-ethyl-6,6-dimethyl-11-oxo-6,11-dihydro-5H-benzo[b]carbazole-3-carbonitrile O=C1N(CCC(N1)=O)C=1C=C(CN2CCN(CC2)C2CCN(CC2)C=2C(=CC3=C(C(C=4NC5=CC(=CC=C5C4C3=O)C#N)(C)C)C2)CC)C=CC1